O[C@@H]1C[C@@H](CC[C@H]1C)NC1=NC(=NC=C1C(=O)N)NC1CCC(CC1)O 4-((1R,3R,4R)-3-hydroxy-4-methylcyclohexylamino)-2-((1r,4R)-4-hydroxycyclohexylamino)pyrimidine-5-carboxamide